FC1=CC=C(C=C1)CNC(OC1=C(C=C(C=C1N1CCCC1)C(F)(F)F)C(F)(F)F)=O 2,4-bis(trifluoromethyl)-6-(pyrrolidin-1-yl)phenyl 4-fluorophenylmethylcarbamate